(1S,5R)-6-oxabicyclo[3.2.1]octan-7-one [C@@H]12CCC[C@@H](OC1=O)C2